(R and S)-2-(8-(1-oxa-7-azaspiro[4.4]nonan-7-yl)pyrido[2,3-d]pyridazin-5-yl)-5-(trifluoromethyl)phenol O1CCC[C@@]12CN(CC2)C=2N=NC(=C1C2N=CC=C1)C1=C(C=C(C=C1)C(F)(F)F)O |r|